2,4,6-trimercapto-methyl-1,3,5-trithiacyclohexane SC1(SC(SC(S1)S)S)C